ClC1=NNC2=NC=C(C(=C21)C=2C(=NN1C2COC(C1)(C)C)C1=NC=C(C=C1)F)F 3-(3-chloro-5-fluoro-1H-pyrazolo[3,4-b]pyridin-4-yl)-2-(5-fluoropyridin-2-yl)-6,6-dimethyl-6,7-dihydro-4H-pyrazolo[5,1-c][1,4]oxazine